COC1=NC=CC(=C1)C1=CC=C(C=C1)N1N=CC2=C(C=CC(=C12)C(=O)N)C#CC 1-(4-(2-methoxypyridin-4-yl)phenyl)-4-(propane-1-yn-1-yl)-1H-indazole-7-carboxamide